chloro-N-(2,4-dimethylphenyl)acetamide ClCC(=O)NC1=C(C=C(C=C1)C)C